ClC=1C=C(C=CC1F)NC(N([C@H](C)C1=CNC(C2=CC=CC=C12)=O)CCOCC)=O (R)-3-(3-chloro-4-fluorophenyl)-1-(2-ethoxyethyl)-1-(1-(1-oxo-1,2-dihydroisoquinolin-4-yl)ethyl)urea